FC1=C(C=C(C=C1)C1=NC(=NO1)CN1[C@H](C[C@H](CC1)C(=O)NC1=NC(=CC=C1)C(F)(F)F)C)C(F)(F)F cis-1-((5-(4-fluoro-3-(trifluoromethyl)phenyl)-1,2,4-oxadiazol-3-yl)methyl)-2-methyl-N-(6-(trifluoromethyl)pyridin-2-yl)piperidine-4-carboxamide